S1C(=NC2=C1C=CC=C2)COC=2C=C1C(=CC(=NC1=CC2)C(=O)N2CCC1(CC1(F)F)CC2)C(=O)N2CCCCC2 (6-(benzo[d]thiazol-2-yl-methoxy)-2-(1,1-difluoro-6-azaspiro[2.5]octane-6-carbonyl)quinolin-4-yl)-(piperidin-1-yl)methanone